NC1=NC=CC=C1C1=NC=2C(=NC(=CC2)C2=CC=CC=C2)N1C1=CC=C(C=C1)C1CN(C1)[C@H](C)C1=C(C(=O)O)C=CC=C1 [(1R)-1-[3-[4-[2-(2-amino-3-pyridyl)-5-phenyl-imidazo[4,5-b]pyridin-3-yl]phenyl]azetidin-1-yl]ethyl]benzoic acid